1-((5-(5-(difluoromethyl)-1,3,4-oxadiazol-2-yl)pyridin-2-yl)methyl)-6-fluoro-5-(4-isopropylpiperazin-1-yl)-3-methyl-1,3-dihydro-2H-benzo[d]imidazol-2-one FC(C1=NN=C(O1)C=1C=CC(=NC1)CN1C(N(C2=C1C=C(C(=C2)N2CCN(CC2)C(C)C)F)C)=O)F